morpholone N1C(COCC1)=O